3-(trimethoxysilyl)propylpropane-1-amine CO[Si](CCCC(CC)N)(OC)OC